2-(1-acryloyl-4-(7-(7-hydroxy-3,4-dihydroquinolin-1(2H)-yl)-2-(2-(pyrrolidin-1-yl)ethoxy)-5,6,7,8-tetrahydroquinazolin-4-yl)piperazin-2-yl)acetonitrile C(C=C)(=O)N1C(CN(CC1)C1=NC(=NC=2CC(CCC12)N1CCCC2=CC=C(C=C12)O)OCCN1CCCC1)CC#N